COC1=CC=CN=N1 6-(methoxy)pyridazin